COC1=NC=CC(=N1)C1=CC=C(C=C1)C(C)N1N=CC2=C(C=CC(=C12)C(=O)OC)C#CC methyl 1-(1-(4-(2-methoxypyrimidin-4-yl) phenyl) ethyl)-4-(propan-1-yn-1-yl)-1H-indazole-7-carboxylate